1,10-diaminodecane trifluoroacetate FC(C(=O)O)(F)F.NCCCCCCCCCCN